oxindolespirochromane O1C2(CCC3=CC=CC=C13)C(NC1=CC=CC=C12)=O